N-(benzo[d][1,3]dioxol-5-ylmethyl)-4-(6-methoxy-7-(3-(4-methylpiperazin-1-yl)propoxy)quinazolin-4-yl)benzamide O1COC2=C1C=CC(=C2)CNC(C2=CC=C(C=C2)C2=NC=NC1=CC(=C(C=C21)OC)OCCCN2CCN(CC2)C)=O